C(C)(C)(C)OC(=O)N1CCN(CC1)C1CC(C1)N1N=C2C=C(C=CC2=C1)C(=O)OC methyl 2-((1r,3r)-3-(4-(tert-butoxycarbonyl) piperazin-1-yl) cyclobutyl)-2H-indazole-6-carboxylate